C(=CCCCC)OC(C=1C(O)=CC=CC1)=O Salicylic acid 3-cis-hexenyl ester